5-[[4-[2-(methyl-pyridin-2-ylamino)ethoxy]phenyl]methyl]-1,3-thiazolidine-2,4-dione CN(CCOC1=CC=C(C=C1)CC1C(NC(S1)=O)=O)C1=NC=CC=C1